ClC1=C(C=C(C(=O)N2CC=3C(=NN4C3C(N(C[C@H]4C)C(C)C4=CC(=NC=C4)OC(F)F)=O)C[C@H]2C)C=C1)C(F)(F)F (3R,7R)-2-(4-chloro-3-(trifluoromethyl)benzoyl)-9-(1-(2-(difluoromethoxy)pyridin-4-yl)ethyl)-3,7-dimethyl-1,2,3,4,8,9-hexahydropyrido[4',3':3,4]pyrazolo[1,5-a]pyrazin-10(7H)-one